C(CCCCCCCC)N(CCC1CCN(CC1)C(=O)OC(C)(C)C)CCCCCCCCC tert-Butyl 4-(2-(dinonylamino)ethyl)piperidine-1-carboxylate